FC1=CC2=C(NC(OC2=O)=O)C=N1 6-fluoro-1H-pyrido[3,4-d][1,3]oxazine-2,4-dione